CC=1C=C(C=CC1CNC(=O)C1=NOC(=N1)C1(CC1)C)C1=C(C=NC=C1)C1CN(CCC1)C(=O)OC(C)(C)C tert-butyl 3-(4-(3-methyl-4-((5-(1-methylcyclopropyl)-1,2,4-oxadiazole-3-carboxamido)methyl)phenyl)pyridin-3-yl)piperidine-1-carboxylate